C1(=CC=CC=C1)C=1C(=C2C(=CC1)N=C1C=CC3=C4C=CC=CC4=NC3=C12)C1=CC=CC2=NC3=CC=CC=C3C=C12 Phenyl(acridineyl)indolocarbazole